N-(Methyl-d3)-3-((7-(3-methylisoxazol-4-yl)-4-oxoquinazolin-3(4H)-yl)methyl)benzamide C(NC(C1=CC(=CC=C1)CN1C=NC2=CC(=CC=C2C1=O)C=1C(=NOC1)C)=O)([2H])([2H])[2H]